ClC1=CC=C(C=C1)C1=C(C=CC=C1)C1(C2=CC=CC=C2C(C=2C=CC=CC12)(C1=CC=CC=C1)C1=CC=CC=C1)O 9-(4'-chloro-[1,1'-biphenyl]-2-yl)-10,10-diphenyl-9,10-dihydro-anthracene-9-ol